O=C1SC(C(N1)=O)([2H])CC1=CC=C(OC2=CC=C(C=C2)C(C(=O)O)=C)C=C1 2-(4-(4-((2,4-dioxothiazolidin-5-yl-5-d)methyl)phenoxy)phenyl)acrylic acid